OC1(C(NC2=CC(=CC=C12)OC)=O)C=1C=C2C=CC=NC2=CC1 3-hydroxy-6-methoxy-3-(quinolin-6-yl)indol-2-one